2-(4-biphenylyl)-2-fluorohexanoic acid C1(=CC=C(C=C1)C(C(=O)O)(CCCC)F)C1=CC=CC=C1